C(C)(=O)C1N(CCC1)C(C(=O)O)CC1=CC=CC=C1 2-(2-acetylpyrrolidin-1-yl)-3-phenylpropanoic Acid